BrC1=C(C=C2C(=C(C(=NC2=C1F)C#C[Si](C)(C)C)C#N)N1CCN(CC1)C(=O)OC(C)(C)C)Cl tert-Butyl 4-(7-bromo-6-chloro-3-cyano-8-fluoro-2-((trimethylsilyl)ethynyl)quinolin-4-yl)piperazine-1-carboxylate